(S)-7-ethyl-14-(2-(ethylamino)ethyl)-7-hydroxy-10,13-dihydro-11H-[1,3]dioxolo[4,5-g]pyrano[3',4':6,7]indolizino[1,2-b]quinoline-8,11(7H)-dione C(C)[C@]1(C(OCC=2C(N3CC=4C(=NC=5C=C6C(=CC5C4CCNCC)OCO6)C3=CC21)=O)=O)O